Cl.Cl.C[C@@]12CC(C[C@@](CC1)(N2)C)OC2=CC=C(N=N2)C2=NC=C(C=C2O)C=2C=NC=NC2 2-(6-{[(1S,3r,5R)-1,5-dimethyl-8-azabicyclo[3.2.1]octan-3-yl]oxy}pyridazin-3-yl)-5-(pyrimidin-5-yl)pyridin-3-ol dihydrochloride